[Al].[Zn].[Al].[Zn].[Cu] copper-zinc-aluminum-zinc-aluminum